C(C1=CC=CC=C1)OC(=O)N1CCN(CC1)C1=CC(=C(C=C1)[N+](=O)[O-])C 4-(3-methyl-4-nitro-phenyl)piperazine-1-carboxylic acid benzyl ester